FC(C(=O)O)(F)F.O1C(=NC2=C1C=CC=C2)C(=O)[C@H]2NC[C@H](C2)F benzo[d]oxazol-2-yl((2S,4S)-4-fluoropyrrolidin-2-yl)methanone 2,2,2-trifluoroacetate